ClC1=NC(=NC(=C1)Cl)C(=O)N 4,6-dichloropyrimidine-2-carboxylic acid, amide